1-(2-(1,4-dimethyl-1H-1,2,3-triazol-5-yl)-4-(phenyl-(tetrahydro-2H-pyran-4-yl)methyl)-4H-furo[2',3':4,5]pyrrolo[3,2-b]pyridin-6-yl)ethan-1-one CN1N=NC(=C1C1=CC2=C(C3=NC=C(C=C3N2C(C2CCOCC2)C2=CC=CC=C2)C(C)=O)O1)C